FC12CCC(CC1)(CC2)C(=O)O 4-Fluoro-bicyclo[2.2.2]octane-1-carboxylic acid